C1(CC1)C1=C(C=C(C=C1)[C@@H](NC(=O)[C@H]1N(C[C@@H](C1)F)C(CC=1OC(=NN1)C(F)F)=O)C1=CC=CC=C1)F (2S,4R)-N-[(S)-(4-cyclopropyl-3-fluorophenyl)(phenyl)methyl]-1-{2-[5-(difluoromethyl)-1,3,4-oxadiazol-2-yl]acetyl}-4-fluoropyrrolidine-2-carboxamide